CC1=C(CN(C(C2=CC=CC=C2)=O)C2=CC=CC=C2)C(=CC(=C1)C)\C=C\C1=CC=C(C=C1)OC (E)-N-(2,4-dimethyl-6-(4-methoxystyryl)benzyl)-N-phenylbenzamide